NC(C1=CC(=NN1)C=1N(C=2C=CC=C(C2C1)NC1CCN(CC1)C)CC(F)(F)F)C1=CC=CC=C1 2-{5-[amino(phenyl)methyl]-1H-pyrazol-3-yl}-N-(1-methylpiperidin-4-yl)-1-(2,2,2-trifluoroethyl)-1H-indol-4-amine